(R)-1-(2-methyl-4-(3-((4-(trifluoromethyl)phenyl)amino)pyrazin-2-yl)piperazin-1-yl)prop-2-en-1-one C[C@H]1N(CCN(C1)C1=NC=CN=C1NC1=CC=C(C=C1)C(F)(F)F)C(C=C)=O